6,7,8,9-tetrahydro-3H-pyrrolo[2,3-c][2,7]naphthyridine C1=CNC=2N=CC=3CNCCC3C21